2-[4-[(5,6-diphenylpyrazin-2-yl)(propan-2-yl)amino]butoxy]acetate C1(=CC=CC=C1)C=1N=CC(=NC1C1=CC=CC=C1)N(CCCCOCC(=O)[O-])C(C)C